C(C)OC(=O)C=1C2=C(N(N1)C1=CC=C(C=C1)CN1CCOCC1)C=1C=CC(=CC1S(C2)(=O)=O)Cl 7-chloro-1-(4-(morpholinomethyl)phenyl)-1,4-dihydrothiochromeno[4,3-c]pyrazole-3-carboxylic acid ethyl ester 5,5-dioxide